O=C1NC(CCC1N1C(N(C2=C1C=CC(=C2)/C=C/OCCN2C[C@@H](OCC2)CNC([O-])=O)C)=O)=O [[(2S)-4-[2-[(E)-2-[1-(2,6-dioxo-3-piperidyl)-3-methyl-2-oxo-benzimidazol-5-yl]vinyloxy]ethyl]morpholin-2-yl]methyl]carbamate